10-methyl-7-(trifluoromethyl)-2H,3H,4H,10H-benzo[g]pteridine-2,4-dione CN1C2=C(N=C3C(NC(N=C13)=O)=O)C=C(C=C2)C(F)(F)F